tert-Butyl 4-(3-(4-chlorophenyl)-1-((2-(trimethylsilyl)ethoxy)methyl)-1H-pyrazolo[4,3-d]pyrimidin-5-yl)-3,5-difluorobenzyl(methyl)carbamate ClC1=CC=C(C=C1)C1=NN(C2=C1N=C(N=C2)C2=C(C=C(CN(C(OC(C)(C)C)=O)C)C=C2F)F)COCC[Si](C)(C)C